N-(2-amino-5-(2,5-dimethyl-1,2,3,4-tetrahydroisoquinolin-7-yl)pyridin-3-yl)-3-(3-hydroxy-3-methylbut-1-yn-1-yl)benzamide (E)-2-hexen-1-yl-acetate C(=C\CCCC)/CC(=O)O.NC1=NC=C(C=C1NC(C1=CC(=CC=C1)C#CC(C)(C)O)=O)C1=CC(=C2CCN(CC2=C1)C)C